4'-ethyl-[1,1'-bi(cyclohexan)] C(C)C1CCC(CC1)C1CCCCC1